C(C)(C)(C)OC(=O)N1CCC2=C(C=CC=C12)NC1=NC(=CC=C1C#N)C1CC1.NC=1C2=C(N(C(N1)=O)C1=C3CCNC3=CC=C1)N=C(C=C2)C2CC2 4-amino-7-cyclopropyl-1-(2,3-dihydro-1H-indol-4-yl)pyrido[2,3-d]pyrimidin-2-one tert-butyl-4-((3-cyano-6-cyclopropylpyridin-2-yl)amino)indoline-1-carboxylate